[phenyl(biphenylyl)triazinyl](dibenzoselenophenyl)terphenyl C1(=CC=CC=C1)C1=C(C(=NN=N1)C=1C(=C(C=CC1)C=1C(=CC=CC1)C1=CC=CC=C1)C1=CC=CC=2[Se]C3=C(C21)C=CC=C3)C3=C(C=CC=C3)C3=CC=CC=C3